O1CC(CC2=CC=CC=C12)C(=O)C1=CN(C2=CC(=CC=C12)C=1C=NNC1)CCO Chroman-3-yl(1-(2-hydroxyethyl)-6-(1H-pyrazol-4-yl)-1H-indol-3-yl)methanone